2-(6-(((1R,5S,6s)-3-azabicyclo[3.1.0]hexan-6-yl)oxy)-1,2,4-triazin-3-yl)-5-(1H-imidazol-1-yl)phenol [C@@H]12CNC[C@H]2C1OC1=CN=C(N=N1)C1=C(C=C(C=C1)N1C=NC=C1)O